5-(4-chlorobenzyl)-2-(4-chlorophenyl)-8-isopropyl-2,5,8-triazaspiro[3.5]-nonane-6,9-dione ClC1=CC=C(CN2C3(CN(C3)C3=CC=C(C=C3)Cl)C(N(CC2=O)C(C)C)=O)C=C1